(2S,6R)-4-(4-(4-chloro-2-fluorophenyl)-7-methylpteridin-2-yl)-2-(1-cyclopropyl-1H-pyrazol-4-yl)-6-methylmorpholine ClC1=CC(=C(C=C1)C1=NC(=NC2=NC(=CN=C12)C)N1C[C@@H](O[C@@H](C1)C)C=1C=NN(C1)C1CC1)F